FC(C=1C(=NC=C(C1)C(F)(F)F)CC(=O)[O-])(F)F.[Li+].ClC=1C=CC(=C(C1)CC(=O)NC1=CC(=NC=C1)C(=O)N[C@@H]1[C@@H](CCC1)O)O 4-[[2-(5-chloro-2-hydroxy-phenyl)acetyl]amino]-N-[(1s,2r)-2-hydroxycyclopentyl]pyridine-2-carboxamide lithium 2-[3,5-bis(trifluoromethyl)-2-pyridyl]acetate